BrC=1C=C(C=CC1)C(C(=O)N(C)OC)(CCC(CCO)(C)C)C 2-(3-bromophenyl)-7-hydroxy-N-methoxy-N,2,5,5-tetramethylheptanamide